C(CCCCC)O n-hexylAlcohol